C(C)N1CCCC1 (R)-1-ethylpyrrolidin